C(C(C)(C)C)(=O)OCC=1[C@@H]2C([C@H]([C@H](C1)C1=C(C=C(C=C1OC)C(C)([C@H](CCCCC)C1=CC=C(C=C1)F)C)OC)C2)(C)C ((1S,4S,5S)-4-(4-((R)-3-(4-fluorophenyl)-2-methyloctan-2-yl)-2,6-dimethoxyphenyl)-6,6-dimethylbicyclo[3.1.1]hept-2-en-2-yl)methyl pivalate